FC1=CC(=C(C(=O)OC)C=C1)C1=C(SC(=C1)CO)[N+](=O)[O-] Methyl 4-fluoro-2-(5-(hydroxymethyl)-2-nitrothiophene-3-yl)benzoate